N-(6-((5-bromo-2-((2-methoxy-5-(1-methyl-1H-pyrazol-4-yl)-4-(1-methylpiperidin-4-yl)phenyl)amino)pyrimidin-4-yl)amino)quinoxalin-5-yl)methanesulfonamide BrC=1C(=NC(=NC1)NC1=C(C=C(C(=C1)C=1C=NN(C1)C)C1CCN(CC1)C)OC)NC=1C(=C2N=CC=NC2=CC1)NS(=O)(=O)C